FC=1C=CC(=NC1C(F)(F)F)[C@H](NC(=O)N1[C@@H](C(NCC1)=O)C)C=1C=NC(=CC1)OCC(F)(F)F |o1:11| (2R)-N-((R or S)-(5-fluoro-6-(trifluoro-methyl)pyridin-2-yl)(6-(2,2,2-trifluoro-ethoxy)pyridin-3-yl)methyl)-2-methyl-3-oxopiperazine-1-carboxamide